N(C1=CC=CC=C1)C1=NC=NC(=N1)N1CCOCC1 2-anilino-4-morpholinyl-1,3,5-triazin